diphosphthallinide P1=P[Tl]=[C-]C=C1